1-(7-(8-Ethyl-7-fluoro-3-hydroxynaphthalen-1-yl)-8-fluoro-2-(((2R,7aS)-2-fluorotetrahydro-1H-pyrrolizin-7a(5H)-yl)methoxy)pyrido[4,3-d]pyrimidin-4-yl)azepan-4-ol C(C)C=1C(=CC=C2C=C(C=C(C12)C1=C(C=2N=C(N=C(C2C=N1)N1CCC(CCC1)O)OC[C@]12CCCN2C[C@@H](C1)F)F)O)F